FC(C1CN(C1)C(=O)N1C[C@@H]2[C@@H](OCC(N2)=O)CC1)(C1=CC=C(C=C1)F)C1=CC=C(C=C1)F (4aR,8aS)-6-(3-(Fluorobis(4-fluorophenyl)methyl)azetidine-1-carbonyl)hexahydro-2H-pyrido[4,3-b][1,4]oxazin-3(4H)-one